O(P([O-])(=O)OP(=O)([O-])[O-])CCC(=C)C ISOPENTENYL PYROPHOSPHATE